(2S,3R)-3-methoxy-2-methylazetidine oxalate C(C(=O)O)(=O)O.CO[C@H]1[C@@H](NC1)C